BrC=1C=CC2=C(C(=C(O2)CCC)COC2=C(C=CC(=C2)OC)CC(=O)OCC)C1 ethyl 2-(2-((5-bromo-2-propylbenzofuran-3-yl)methoxy)-4-methoxyphenyl)acetate